Bromomethyl benzyl ether C(C1=CC=CC=C1)OCBr